C(C)C1=NC=C(C(=C1)NC=1C(=NC(=NC1)N)N)C(C)C N5-(2-ethyl-5-isopropylpyridin-4-yl)pyrimidin-2,4,5-triamine